OC(COC=1C(=C(C=CC1)C1(NC=NC(=N1)C1=C(C=C(C=C1)C)C)C1=C(C=C(C=C1)C)C)O)COCCCCCCCCCCCC 4-([2-hydroxy-3-dodecyloxypropyloxy]-2-hydroxyphenyl)-4,6-bis(2,4-dimethylphenyl)-1,3,5-triazine